C(C1=CC=CC=C1)SCCSCCC1=NC=CC=C1 2-[2-(2-benzylsulfanylethyl-sulfanyl)ethyl]pyridine